C(C)OC1=C2C(C(=C(NC2=C(C=N1)C)C)C=1OC(=NN1)C)C1=C(C=C(C#N)C=C1)OC 4-(5-ethoxy-2,8-dimethyl-3-(5-methyl-1,3,4-oxadiazol-2-yl)-1,4-dihydro-1,6-naphthyridin-4-yl)-3-methoxybenzonitrile